OC(CC)C1=CC(=C(C=N1)C1=NC=C2C=C(N=CC2=C1)NC(OC(C)(C)C)=O)C tert-butyl N-{7-[6-(1-hydroxypropyl)-4-methylpyridin-3-yl]-2,6-naphthyridin-3-yl}carbamate